NC1=NN(C=C1C#N)CCOC 3-amino-1-(2-methoxyethyl)-1H-pyrazole-4-carbonitrile